C(C)(C)(C)C1CC2=C(C3=C(N=CN=C3N3N=C(N=C3N)NC3=CC=C(C=C3)OCCN3CCCC3)S2)CC1 1-(7-tert-butyl-5,6,7,8-tetrahydrobenzo[4,5]Thieno[2,3-d]Pyrimidin-4-yl)-N3-(4-(2-(pyrrolidin-1-yl)ethoxy)phenyl)-1H-1,2,4-triazole-3,5-diamine